5-amino-1,2,4,5,6,7-hexahydroazepino[3,2,1-Hi]indole-4-one-2-carboxylic acid NC1CCC=2C=CC=C3CC(N(C23)C1=O)C(=O)O